C1(CC1)NC=1C(=CC(=CC1)C(F)(F)F)N N1-cyclopropyl-4-(trifluoromethyl)benzene-1,2-diamine